C(C)(=O)N(CC(=O)O)CCN N-acetyl-N-(2-aminoethyl)glycine